N1(CCNCC1)C(=O)C=1C=C(C=NC1C(F)(F)F)C#N 5-(piperazine-1-carbonyl)-6-(trifluoromethyl)pyridine-3-carbonitrile